N-(2-(1-(9,10-dimethoxy-4-oxo-6,7-dihydro-4H-pyrimido[6,1-a]isoquinolin-2-yl)-6,8-dimethyl-1,2,3,4-tetrahydroquinolin-2-yl)ethyl)picolinamide COC=1C=C2CCN3C(C2=CC1OC)=CC(=NC3=O)N3C(CCC1=CC(=CC(=C31)C)C)CCNC(C3=NC=CC=C3)=O